8-[9-(3-methyl-1,2,4-oxadiazol-5-yl)-9-azabicyclo[3.3.1]non-3-yl]-2,8-diazaspiro[4.5]decan-3-one CC1=NOC(=N1)N1C2CC(CC1CCC2)N2CCC1(CC(NC1)=O)CC2